N-cyclopropyl-2-(5-(3,5-dichloro-4-fluorophenyl)-5-(trifluoromethyl)-4,5-dihydroisoxazol-3-yl)-2,3-dihydro-1H-pyrrolo[3,4-c]pyridine-6-carboxamide C1(CC1)NC(=O)C1=CC2=C(C=N1)CN(C2)C2=NOC(C2)(C(F)(F)F)C2=CC(=C(C(=C2)Cl)F)Cl